C(C)OC(=O)C1(N(C[C@H](CC1)OC(C)(C)C)C(C1=CC=CC=C1)=O)C(=O)OCC (5S)-1-benzoyl-5-t-butyloxy-piperidine-2,2-dicarboxylic acid diethyl ester